N-[[4-(5-Amino-4-cyano-1-cyclopentyl-pyrazol-3-yl)-2-fluoro-phenyl]methyl]-5-fluoro-2-methoxybenzamide NC1=C(C(=NN1C1CCCC1)C1=CC(=C(C=C1)CNC(C1=C(C=CC(=C1)F)OC)=O)F)C#N